Cl.CC=1C=C(C=CC1C1CCNCC1)O 3-methyl-4-(piperidin-4-yl)phenol hydrochloride